tert-Butyl 4,4-difluoro-2-[5-methoxy-2-oxo-4-(4,4,5,5-tetramethyl-1,3,2-dioxaborolan-2-yl)-pyridin-1(2H)-yl]butanoate FC(CC(C(=O)OC(C)(C)C)N1C(C=C(C(=C1)OC)B1OC(C(O1)(C)C)(C)C)=O)F